4-(2-Fluorophenyl)thiadiazol-5-amine C1=CC=C(C(=C1)C2=C(SN=N2)N)F